NC1=NC=CC=C1C1=NC=2C(=NC(=CC2)C2=CC(=CC=C2)C#C)N1C1=CC=C(CNC(C2=CC(=C(C=C2)C=O)O)=O)C=C1 N-(4-(2-(2-aminopyridin-3-yl)-5-(3-ethynylphenyl)-3H-imidazo[4,5-b]pyridin-3-yl)benzyl)-4-formyl-3-hydroxybenzamide